Cl.CC1(CNCC1)C#N 3-Methylpyrrolidine-3-carbonitrile hydrochloride